NC=1C2=C(N=CN1)N(C(=C2C2=CC=C(C=C2)C(=O)N2[C@H](CCC2)COC)C2=CC=C(C=C2)NC(C(=C)C)=O)C (R)-N-(4-(4-amino-5-(4-(2-(methoxymethyl)pyrrolidine-1-carbonyl)phenyl)-7-methyl-7H-pyrrolo[2,3-d]pyrimidin-6-yl)phenyl)methacrylamide